3-ISOPROPOXY-4-METHOXYPHENYLBORONIC ACID C(C)(C)OC=1C=C(C=CC1OC)B(O)O